C(=O)O.FC(C1=C(C(=CC=C1)C)N1CC(C1)C1=CC(=C(CN2CCC(CC2)C(=O)O)C(=C1)C)C)F 1-(4-(1-(2-(difluoromethyl)-6-methylphenyl)azetidin-3-yl)-2,6-dimethylbenzyl)piperidine-4-carboxylic acid, formic acid salt